C1(C(CC2=CC=CC=C12)=O)=O Indandion